ClCC1=NOC(=N1)CCCCCCCC 3-(chloromethyl)-5-octyl-1,2,4-oxadiazole